CC1(CCN(CC1)CC=1NC2=CC=CC=C2C1)C (2-((4,4-dimethylpiperidin-1-yl)methyl))-1H-indole